NCCCCCCOC1=CC=C(C=C1)C1=NC2=C3C(C=NCCN13)=CC=C2 1-(4-((6-aminohexyl)oxy)phenyl)-8,9-dihydro-2,7,9a-triazabenzo[cd]Azulene